1-phenyl-3H-benzo[e]indole C1(=CC=CC=C1)C1=CNC=2C=CC3=C(C12)C=CC=C3